5,6-dimethylpyrazine CC=1N=CC=NC1C